(5-cyclopropyl-7-(difluoromethoxy)-1-(tetrahydro-2H-pyran-2-yl)-1H-indazol-3-yl)-4-fluorobenzamide C1(CC1)C=1C=C2C(=NN(C2=C(C1)OC(F)F)C1OCCCC1)C1=C(C(=O)N)C=CC(=C1)F